C1NCC12CCN(CC2)C=2C(=C1CN(C(C1=CC2)=O)C2C(NC(CC2)=O)=O)OC 3-[5-(2,7-diazaspiro[3.5]nonan-7-yl)-4-methoxy-1-oxo-isoindolin-2-yl]piperidine-2,6-dione